FC(C(=O)O)(F)F.N1N=NC=2N=NC=CC21 [1,2,3]triazolo[4,5-c]pyridazine trifluoroacetate